7-amino-8-(3-methoxy-2-methylphenyl)-3-(trimethoxymethyl)imidazo[1,2-a]pyridine-6-carboxamide NC1=C(C=2N(C=C1C(=O)N)C(=CN2)C(OC)(OC)OC)C2=C(C(=CC=C2)OC)C